2-(2-((5-(1-aminoisoquinolin-7-yl)-1-(1-(tert-butoxycarbonyl)azetidin-3-yl)-1H-indazol-3-yl)methoxy)phenyl)acetic acid NC1=NC=CC2=CC=C(C=C12)C=1C=C2C(=NN(C2=CC1)C1CN(C1)C(=O)OC(C)(C)C)COC1=C(C=CC=C1)CC(=O)O